BrC=1C=C(C=CC1)C1C(=C(OC1[N+](=O)[O-])\C=C\C=1OC=CC1)C(\C=C\C=1OC=CC1)=O (E)-1-(4-(3-bromophenyl)-2-((E)-2-(furan-2-yl)vinyl)-5-nitro-4,5-dihydrofuran-3-yl)-3-(furan-2-yl)prop-2-en-1-one